N[C@@]1(C(CCCC1)=O)C1=CC=C(C=C1)F (R)-2-amino-2-(4-fluorophenyl)cyclohexan-1-one